(R)-1-methylenetetrahydro-1H-pyrrolizine C=C1CCN2CCC=C12